C1(=CC=CC=C1)[C@H]1CC[C@H](CC1)OC[C@@H]1N(CCC[C@@H]1C1=NNC=C1)C(=O)OC1CCC1 cyclobutyl (CIS)-2-((((CIS)-4-phenylcyclohexyl)oxy) methyl)-3-(1H-pyrazol-3-yl)piperidine-1-carboxylate